2-(4-((2-methoxybenzamido)methyl)-3-methylphenyl)-9,10-dihydro-4H-benzo[d]pyrazolo[1,5-a][1,3]diazepine-3-carboxamide COC1=C(C(=O)NCC2=C(C=C(C=C2)C2=NN3C(NC4=C(CC3)C=CC=C4)=C2C(=O)N)C)C=CC=C1